NC1CCC(CC1)NC1=NC=CC(=N1)C1=C(OC2=C(C=C(C=C2)NS(=O)(=O)C2=CC=CC=C2)F)C=CC=C1 N-[4-[2-[2-[(1r,4r)-(4-Aminocyclohexyl)amino]pyrimidin-4-yl]phenoxy]-3-fluoro-phenyl]benzenesulfonamide